BrC1=CC(=C(C(=C1)O)O)C=NC1=C(C=C(C=C1)Cl)Cl 5-bromo-3-((2,4-dichlorophenylimino)-methyl)benzene-1,2-diol